2',4'-Dihydroxy-4-methylchalcone OC1=C(C(/C=C/C2=CC=C(C=C2)C)=O)C=CC(=C1)O